C1(CC1)C1=CC=NN1 5-cyclopropyl-1H-pyrazol